C(C)C=1C(=CC2=C(N=C(S2)C)C1)[N+](=O)[O-] 5-ethyl-2-methyl-6-nitrobenzo[d]thiazole